ClC=1C=CC(=C(C1)C1=CC(N(C=C1OC)C(C(=O)NC1=CC(=C(C(=O)N)C=C1)F)CCOC)=O)C=1OC(=NN1)C(F)F 4-({2-[4-{5-chloro-2-[5-(difluoromethyl)-1,3,4-oxadiazol-2-yl]phenyl}-5-methoxy-2-oxopyridin-1(2H)-yl]-4-methoxybutyryl}amino)-2-fluorobenzamide